[Si](C)(C)(C(C)(C)C)O[C@@H]1[C@H](CC(C1)(C)C)C(=O)O (1s,2s)-2-((tert-butyldimethylsilyl)oxy)-4,4-dimethylcyclopentane-1-carboxylic acid